6-((1-((2-chloro-4-methylpyridin-3-yl)methyl)-3-oxoisoindolin-2-yl)methyl)benzo[d]oxazol-2(3H)-one ClC1=NC=CC(=C1CC1N(C(C2=CC=CC=C12)=O)CC1=CC2=C(NC(O2)=O)C=C1)C